FC1=C(C(=CC(=C1)OC)F)C1=C(C(N(N1C)C1=NC(=CC=C1C(F)(F)F)N1CCN(CC1)C)=O)NC(C1=CC=C(C=C1)OC(F)F)=O N-[5-(2,6-difluoro-4-methoxyphenyl)-1-methyl-2-[6-(4-methylpiperazin-1-yl)-3-(trifluoromethyl)pyridin-2-yl]-3-oxo-2,3-dihydro-1H-pyrazol-4-yl]-4-(difluoromethoxy)benzamide